C(=CCCCCCCCCCC)[Mg]Br dodecenyl-magnesium bromide